tert-butyl 9-(4-amino-5-(6-((tert-butoxycarbonyl)(methyl)amino)pyridin-3-yl)-7-methyl-7H-pyrrolo[2,3-d]pyrimidin-6-yl)-3-azaspiro[5.5]undec-8-ene-3-carboxylate NC=1C2=C(N=CN1)N(C(=C2C=2C=NC(=CC2)N(C)C(=O)OC(C)(C)C)C2=CCC1(CCN(CC1)C(=O)OC(C)(C)C)CC2)C